OC(CC(=O)NN)(CC(=O)NN)C(=O)NN 2-hydroxypropane-1,2,3-tricarboxhydrazide